Fmocaminopentanoic acid C(=O)(OCC1C2=CC=CC=C2C2=CC=CC=C12)NC(C(=O)O)CCC